O=C1CCC(CC1)CC#N 2-(4-oxocyclohexyl)acetonitrile